C(C)[C@@H]1C(N(C(N1)=O)C1N=CC(=NC1=O)C1=CC=C(C2=C1C1(CC1)CO2)C)=O (5R)-5-ethyl-3-[5-(7-methylspiro[2H-benzofuran-3,1'-cyclopropane]-4-yl)oxopyrazin-2-yl]imidazolidine-2,4-dione